[1-(3-methoxy-phenyl)-1H-pyrazol-4-yl]-pyridine COC=1C=C(C=CC1)N1N=CC(=C1)C1=NC=CC=C1